NC=1C=C(C=CC1)C1=NN(C(C2=CC=CC=C12)=O)C1=CC=C(C=C1)F 4-(3-aminophenyl)-2-(4-fluorophenyl)phthalazin-1(2H)-one